3-((8-chloro-[1,2,4]triazolo[4,3-a]quinazolin-5-yl)(methyl)amino)-N-methyl-N-phenylbenzamide ClC1=CC=C2C(=NC=3N(C2=C1)C=NN3)N(C=3C=C(C(=O)N(C1=CC=CC=C1)C)C=CC3)C